OCC(=O)NC=1C(=C(C(=C(C1I)C(=O)NCC(CO)O)I)C(=O)NCC(CO)O)I 5-hydroxyacetylamino-N,N'-bis(2,3-dihydroxypropyl)-2,4,6-triiodo-1,3-benzenedicarboxamide